1-[3-Acetyl-6-[6-[(6-methyl-3-pyridyl)amino]imidazo[4,5-c]pyridin-3-yl]-2-pyridyl]-5-methyl-pyrazole-3-carbonitrile C(C)(=O)C=1C(=NC(=CC1)N1C=NC2=C1C=NC(=C2)NC=2C=NC(=CC2)C)N2N=C(C=C2C)C#N